(2S,4R)-4-fluoro-N-[(S)-[3-fluoro-4-(propan-2-yl)phenyl](phenyl)methyl]-1-{2-[4-(trifluoromethyl)-1H-1,2,3-triazol-5-yl]acetyl}pyrrolidine-2-carboxamide F[C@@H]1C[C@H](N(C1)C(CC1=C(N=NN1)C(F)(F)F)=O)C(=O)N[C@@H](C1=CC=CC=C1)C1=CC(=C(C=C1)C(C)C)F